FC(C=1C=CC=2N(N1)C(=CN2)C2=CC(=NC=N2)N2CC(NCC2)CCO)F 2-(4-(6-(6-(Difluoromethyl)imidazo[1,2-b]pyridazin-3-yl)pyrimidin-4-yl)piperazin-2-yl)ethan-1-ol